ClC=1N=C(C2=C(N1)CN(CC2)C2=CC=CC1=CC=CC(=C21)Cl)N2C[C@@H](N(CC2)C(=O)OCC2=CC=CC=C2)CC#N (S)-benzyl 4-(2-chloro-7-(8-chloronaphthalen-1-yl)-5,6,7,8-tetrahydropyrido[3,4-d]pyrimidin-4-yl)-2-(cyanomethyl)piperazine-1-carboxylate